C(C)N(C1=CC=C(C=C1)C(=C1C=CC(C=C1)=[N+](CC)CC)C1=CC2=CC=CC=C2C(=C1)NCC)CC 4-{[4-(Diethylamino)phenyl][4-(ethylamino)naphthalen-2-yl]methylidene}-N,N-diethylcyclohexa-2,5-dien-1-iminium